(S)-2-(1-(6-(5-(((2-(cyclopropylmethyl)-2H-tetrazol-5-yl)oxy)methyl)-1-methyl-1H-1,2,3-triazol-4-yl)-2-ethylpyridin-3-yl)-5,5-difluoropiperidin-3-yl)acetic acid C1(CC1)CN1N=C(N=N1)OCC1=C(N=NN1C)C1=CC=C(C(=N1)CC)N1C[C@H](CC(C1)(F)F)CC(=O)O